C(=C\CC)/C=1C(=CC(NC1C)=O)OC 5-[(E)-but-1-enyl]-4-methoxy-6-methylpyridin-2-one